neodymium naphthoate C1(=CC=CC2=CC=CC=C12)C(=O)[O-].[Nd+3].C1(=CC=CC2=CC=CC=C12)C(=O)[O-].C1(=CC=CC2=CC=CC=C12)C(=O)[O-]